C(C)(C)C(=O)N1CCC(CC1)O N-(isopropyl-carbonyl)-4-hydroxy-piperidin